CC=1OC2=C(C=NC=C2)N1 2-methyloxazolo[4,5-c]pyridin